1-(((5s,7s)-3-(5-(dimethylamino)pyrazin-2-yl)-7-methyl-2-oxo-1-oxa-3-azaspiro[4.5]decan-7-yl)methyl)-1H-benzo[d]imidazole-6-carbonitrile CN(C=1N=CC(=NC1)N1C(O[C@]2(C1)C[C@@](CCC2)(C)CN2C=NC1=C2C=C(C=C1)C#N)=O)C